FC(C(=O)OC)F Methyl difluoroacetate